ClC=1C=CC=C2C=CN(C(C12)=O)C1=NNC(=C1)C(F)(F)F 8-chloro-2-(5-(trifluoromethyl)-1H-pyrazol-3-yl)isoquinolin-1(2H)-one